N-[4-[(3-chloro-4-fluorophenyl)amino]-7-methoxyquinazolin-6-yl]acetamide methyl-6-chloro-5-cyclopropyl-3-(trifluoromethylsulfonyloxy)pyrazine-2-carboxylate COC(=O)C1=NC(=C(N=C1OS(=O)(=O)C(F)(F)F)C1CC1)Cl.ClC=1C=C(C=CC1F)NC1=NC=NC2=CC(=C(C=C12)NC(C)=O)OC